hexafluoro-p-toluenesulfonic acid FC=1C(=C(C(=C(C(F)(F)F)C1)F)F)S(=O)(=O)O